1-[(1S)-1-(ethoxymethyl)-2-(4-butoxyphenyl)ethyl]Imidazo[4,5-c]Quinoline C(C)OC[C@H](CC1=CC=C(C=C1)OCCCC)N1C=NC=2C=NC=3C=CC=CC3C21